Cl.COC1=C2CCC(CC2=CC=C1)N[C@H](C)C1=CC=CC=C1 5-methoxy-N-((R)-1-phenylethyl)-1,2,3,4-tetrahydronaphthalen-2-amine hydrochloride